C(C)(C)(C)NC(=O)C1=NC=CC(=C1)NC(NCC1=CC(=CC=C1)O)=O N-tert-butyl-4-[(3-hydroxyphenyl)methylcarbamoylamino]pyridine-2-carboxamide